NC1=C(SC=C1C)C(=O)OCCO[Si](C)(C)C(C)(C)C 2-((tert-butyldimethylsilyl)oxy)ethyl 3-amino-4-methylthiophene-2-carboxylate